FC1=C(C=CC(=C1)OC1=NN(C=C1)C=1C=NC(=CC1)C)NC1=NC=NC2=CC=C(C=C12)OC1CCNCC1 N-(2-fluoro-4-((1-(6-methylpyridin-3-yl)-1H-pyrazol-3-yl)oxy)phenyl)-6-(piperidin-4-oxy)quinazolin-4-amine